BrC1=CC(=C(OC=2C=CC(=C(C2)S(=O)(=O)N)O)C(=C1)Cl)Cl 5-(4-bromo-2,6-dichloro-phenoxy)-2-hydroxy-benzenesulfonamide